diethylene glycol monoisononyl ether C(CCCCCC(C)C)OCCOCCO